FC=1C=C(CC2=CC(=NC=C2)N2N=C(C(=C2)C)C(=O)N)C=C(C1)C(F)(F)F 1-(4-(3-fluoro-5-(trifluoromethyl)benzyl)pyridin-2-yl)-4-methyl-1H-pyrazole-3-carboxamide